CC=1C=C(C=CC1O[C@H]1COCCC1)NC=1C2=C(N=CN1)C=CC(=N2)N2CCN(CC2)C(=O)OC(C)(C)C tert-butyl 4-[4-({3-methyl-4-[(3R)-oxan-3-yloxy]phenyl}amino)pyrido[3,2-d]pyrimidin-6-yl]piperazine-1-carboxylate